O1C2=C(OC(C1([2H])[2H])([2H])[2H])C=C(C=C2)OC2(CCN(CC2)C=2C(=CC=1N(N2)C(C=C(N1)COC)=O)C)[2H] 7-(4-((2,3-dihydrobenzo[b][1,4]dioxin-6-yl-2,2,3,3-d4)oxy)piperidin-1-yl-4-d)-2-(methoxymethyl)-8-methyl-4H-pyrimido[1,2-b]pyridazin-4-one